O=C1C(NC(C1)(C)C)(C)C 3-oxo-2,2,5,5-tetramethylpyrrolidine